7,7-dimethyl-1-oxo-1,6,7,8-tetrahydro-2H-cyclopenta[4,5]pyrrolo[1,2-a]pyrazin-6-yl acetate C(C)(=O)OC1C(CC=2C=C3N(C=CNC3=O)C21)(C)C